BrC1=CN=C2C(=NC(=NN21)N2C[C@H](O[C@H](C2)C)C)NCC2=NC1=C(N2)C=CC(=C1F)F 7-bromo-N-[(4,5-difluoro-1H-benzimidazol-2-yl)methyl]-2-[(2R,6S)-2,6-dimethylmorpholin-4-yl]imidazo[2,1-f][1,2,4]triazin-4-amine